C12CNCC(CC1)N2C2=NC(=NC=1C(=C(C3=C(C21)COC3)C3=NC=C(C2=C3C(=C(S2)N)C#N)F)F)N2CCN(CC2)CCCO 4-(1-(3,8-Diazabicyclo[3.2.1]octan-8-yl)-5-fluoro-3-(4-(3-hydroxypropyl)piperazin-1-yl)-7,9-dihydrofuro[3,4-f]quinazolin-6-yl)-2-amino-7-fluorothieno[3,2-c]pyridine-3-carbonitrile